O(C1=CC=CC=C1)C1=CC=C(C=C1)C1=CC=C(C=C1)C#CCNCCC1=CC=C(C=C1)S(=O)(=O)N 4-(2-((3-(4'-phenoxy-[1,1'-biphenyl]-4-yl)prop-2-yn-1-yl)amino)ethyl)benzenesulfonamide